((1s,4s)-4-(tert-butyl)cyclohexyl)-2-fluoro-[1,1'-biphenyl] C(C)(C)(C)C1CCC(CC1)C=1C(=C(C=CC1)C1=CC=CC=C1)F